C(C)(C)(C)OC(=O)C(S(=O)(=O)F)(S(F)(F)(F)(F)F)F 1-tert-butoxycarbonyl-1-fluoro-1-(pentafluorosulfanyl)-methanesulfonyl fluoride